molybdenum hafnium oxide [O-2].[Hf+4].[Mo+4].[O-2].[O-2].[O-2]